6-chloro-2-(2,6-dichloro-3,5-dimethoxyphenyl)-4-(3,3-difluoropyrrolidin-1-yl)pyrido[3,4-d]pyrimidine ClC1=CC2=C(N=C(N=C2N2CC(CC2)(F)F)C2=C(C(=CC(=C2Cl)OC)OC)Cl)C=N1